S1N=CC=C1CN1CC(CC1)CNC(=O)C1CCN(CC1)C1=NC(=NO1)C1=CC=C(C=C1)OC N-((1-(Isothiazol-5-ylmethyl)pyrrolidin-3-yl)methyl)-1-(3-(4-Methoxyphenyl)-1,2,4-oxadiazol-5-yl)piperidin-4-carboxamid